FC1=CC=C(OC(C(=O)NC2=CC=C(C=C2)C2=CC=C(C=C2)COC)=C)C=C1 2-(4-fluorophenoxy)-N-(4'-(methoxymethyl)-[1,1'-biphenyl]-4-yl)propenamide